(4-chloro-2-methoxyphenyl)Zinc bromide [Br-].ClC1=CC(=C(C=C1)[Zn+])OC